BrN1C(C2=CC=CC=C2C(=C1C)F)=O bromo-4-fluoro-3-methylisoquinolin-1(2H)-one